benzyl ((trans)-2-methoxycyclopentyl)carbamate CO[C@H]1[C@@H](CCC1)NC(OCC1=CC=CC=C1)=O